N-[(1S)-1-[3-(5-aminopyridin-3-yl)phenyl]ethyl]-2-methyl-6-(3-methyl-1-benzofuran-5-yl)pyrimidin NC=1C=C(C=NC1)C=1C=C(C=CC1)[C@H](C)N1C(N=CC=C1C=1C=CC2=C(C(=CO2)C)C1)C